(S)-5-bromo-3-chloro-N1-((tetrahydrofuran-2-yl)methyl)benzene-1,2-diamine BrC1=CC(=C(C(=C1)NC[C@H]1OCCC1)N)Cl